tert-butyl (S)-(6-carbamoyl-2,3-dihydrobenzofuran-3-yl)(methyl)carbamate C(N)(=O)C1=CC2=C([C@@H](CO2)N(C(OC(C)(C)C)=O)C)C=C1